S1C(=NC=2CNCCC21)N2C1CN(CC2CC1)C(=O)OC(C)(C)C tert-butyl 8-(4,5,6,7-tetrahydrothiazolo[4,5-c]pyridin-2-yl)-3,8-diazabicyclo[3.2.1]octane-3-carboxylate